FC1=C(C=CC(=C1)CN1CCNCC1)C=1C=C2C(=CC=NC2=CC1)NC=1C=CC2=C(N=CS2)C1 N-(6-(2-fluoro-4-(piperazin-1-ylmethyl)phenyl)quinolin-4-yl)benzo[d]thiazol-5-amine